(S)-N-(((S)-7-hydroxy-2-methyl-1,2,3,4-tetrahydroisoquinolin-3-yl)methyl)-3-phenylbutyramide OC1=CC=C2C[C@H](N(CC2=C1)C)CNC(C[C@H](C)C1=CC=CC=C1)=O